4-propyl-1-thioxo-2,4-dihydrothieno[2,3-e][1,2,4]triazolo[4,3-a]pyrimidin-5(1H)-one C(CC)N1C=2N(C3=C(C1=O)SC=C3)C(NN2)=S